4,4'-bis[2-{4-(N,N-diphenylamino)phenyl}vinyl]biphenyl C1(=CC=CC=C1)N(C1=CC=CC=C1)C1=CC=C(C=C1)C=CC1=CC=C(C=C1)C1=CC=C(C=C1)C=CC1=CC=C(C=C1)N(C1=CC=CC=C1)C1=CC=CC=C1